(2-Bromo-5-chloropyridin-3-yl)methanol (S)-Tert-Butyl-3-((4-((4-(Trifluoromethyl)Benzyl)Oxy)Benzyl)Carbamoyl)Pyrrolidine-1-Carboxylate C(C)(C)(C)[C@H]1N(CCC1C(NCC1=CC=C(C=C1)OCC1=CC=C(C=C1)C(F)(F)F)=O)C(=O)OCC=1C(=NC=C(C1)Cl)Br